4-(4-(7-(4,4-difluoropiperidin-1-yl)-2,3-dihydrofuro[2,3-c]pyridin-5-yl)-1H-pyrazol-1-yl)-3-(6-azaspiro[2.5]octan-6-yl)aniline FC1(CCN(CC1)C=1N=C(C=C2C1OCC2)C=2C=NN(C2)C2=C(C=C(N)C=C2)N2CCC1(CC1)CC2)F